COC1=CC2=C(NC(O2)=O)C=C1 L-6-methoxy-benzoxazolin-2-one